CC1=C(C(=CC(=C1)C(C)C)C)CC(CC1=C(C=C(C=C1C)C(C)C)C)=O 1,3-bis(2,6-dimethyl-4-isopropylphenyl)propanone